C(C)(C)N(C(=O)C1=C(C=CC(=C1)F)N1C=C(C=2C1=CN=CC2)C2CN(CC2)C(=O)OC(C)(C)C)C(C)C tert-butyl 3-(1-(2-(diisopropyl-carbamoyl)-4-fluorophenyl)-1H-pyrrolo[2,3-c]pyridin-3-yl)pyrrolidine-1-carboxylate